N-ethyl-2-(4-methoxy-1H-pyrrolo[3,2-c]pyridin-3-yl)-N-methylethan-1-amine C(C)N(CCC1=CNC2=C1C(=NC=C2)OC)C